O1CCC(=CC1)C=1C=C(C=CC1)S(=O)(=O)N1C=C(C(=C1C1=C(C=CC=C1)F)F)CNC 1-(1-((3-(3,6-dihydro-2H-pyran-4-yl)phenyl)sulfonyl)-4-fluoro-5-(2-fluorophenyl)-1H-pyrrol-3-yl)-N-methyl-methylamine